(3-chloro-2-((2,2'-dichloro-3'-(6-methoxy-5-((((5-oxopyrrolidin-2-yl) methyl) amino) methyl) pyridin-2-yl)-[1,1'-biphenyl]-3-yl) amino) pyridin-4-yl) methylpiperidine-4-carboxylate CN1CCC(CC1)C(=O)OC1=C(C(=NC=C1)NC=1C(=C(C=CC1)C1=C(C(=CC=C1)C1=NC(=C(C=C1)CNCC1NC(CC1)=O)OC)Cl)Cl)Cl